C[N+](CCCCCCCCCCCCCCCCCC)(C)C.P(=O)(OCCCCCCCC)([O-])[O-].C[N+](C)(C)CCCCCCCCCCCCCCCCCC octyl phosphate trimethylstearyl-ammonium salt